CC1=CC=CC(=N1)C1=C(N=CN1)C=1C=C2C=C(C=NC2=CC1)C1=CC=C(S1)C(=O)OC1CNC1 azetidin-3-yl 5-(6-(5-(6-methylpyridin-2-yl)-1H-imidazol-4-yl)quinolin-3-yl)thiophene-2-carboxylate